CC1=C(C=CC=2S(C3=C(C(NC21)=O)C=CC=C3)(=O)=O)C(=O)NCC3=CN=C(S3)C3=CC=C(CN2[C@@H](CCC2)C(=O)OC)C=C3 methyl (4-(5-((9-methyl-5,5-dioxido-11-oxo-10,11-dihydrodibenzo[b,f][1,4]thiazepine-8-carboxamido)methyl)thiazol-2-yl)benzyl)-L-prolinate